C(C(O)C)(=O)O.C(CCCCCCC\C=C/CCCCCCCC)(=O)OCC(O)CO Glyceryl Monooleate Lactate